2-(4-(2-(4-(1-(2-ethoxyethyl)-1H-benzo[d]imidazole-2-yl) piperidine-1-yl) ethyl) phenyl)-2-methylpropionate C(C)OCCN1C(=NC2=C1C=CC=C2)C2CCN(CC2)CCC2=CC=C(C=C2)C(C(=O)[O-])(C)C